FC=1C=C2C=3C(=C(C=NC3C1)C(=O)OCC)NC1=C(S2)C=CC=C1 ethyl 5-fluoro-12H-benzo[2,3][1,4]thiazepino[5,6,7-de]quinoline-1-carboxylate